ClC1=C(C(=O)NC2=C(C=C(C=C2)C(=O)N2CCC([C@@H](C3=C2C=CC(=C3)Cl)O)(F)F)F)C=C(C(=C1)F)F 2-chloro-N-{4-[(5R)-7-chloro-4,4-difluoro-5-hydroxy-2,3,4,5-tetrahydro-1H-1-benzazepin-1-carbonyl]-2-fluorophenyl}-4,5-difluorobenzamide